1-(1-methylcyclopropyl)-4-((1-(pyridin-3-yl)-1H-1,2,3-triazol-4-yl)methyl)-1,4-dihydropyrazine-2,3-dione CC1(CC1)N1C(C(N(C=C1)CC=1N=NN(C1)C=1C=NC=CC1)=O)=O